C(C)C1=C(NC2=CC=C(C=C12)C1CCN(CC1)C(CCC1CCNCC1)=O)C1=CC(=NC=C1)C 1-(4-(3-ethyl-2-(2-methylpyridin-4-yl)-1H-indol-5-yl)piperidin-1-yl)-3-(piperidin-4-yl)propan-1-one